tert-butylammonium (2S)-1-(tert-butoxycarbonyl)-4-oxopiperidine-2-carboxylate C(C)(C)(C)OC(=O)N1[C@@H](CC(CC1)=O)C(=O)[O-].C(C)(C)(C)[NH3+]